Cl.BrC1=CC=C(C=N1)C1=CC(=NN1)C=O 5-(6-bromopyridin-3-yl)-1H-pyrazole-3-carbaldehyde hydrochloride